6-(3-ethyltetrahydrofuran-2-carbonyl)-L-lysine C(C)C1C(OCC1)C(=O)C(CCC[C@H](N)C(=O)O)N